C(N)(=S)NN 2-thiocarbamoylhydrazine